4-bromo-phenyl-methyl sulfone BrC1=CC=C(C=C1)CS(=O)(=O)CC1=CC=C(C=C1)Br